(2s,4s)-N-((1s,3s)-3-(3-cyclopropyl-5-methylphenyl)cyclobutyl)-N-methyl-6-oxo-7-oxa-5-azaspiro[3.4]octane-2-carboxamide C1(CC1)C=1C=C(C=C(C1)C)C1CC(C1)N(C(=O)C1CC2(C1)NC(OC2)=O)C